(S)-(7-(3,4-dimethoxyphenyl)pyrazolo[1,5-a]pyrimidin-2-yl)(4-(isoxazole-5-carbonyl)-3-methylpiperazin-1-yl)methanone COC=1C=C(C=CC1OC)C1=CC=NC=2N1N=C(C2)C(=O)N2C[C@@H](N(CC2)C(=O)C2=CC=NO2)C